FC(C1=CC=C(C=N1)N1C(N(C(C1)C#N)C1=CN=CC2=CC=CC=C12)=O)F 1-(6-(difluoromethyl)pyridin-3-yl)-3-(isoquinolin-4-yl)-2-oxoimidazoline-4-carbonitrile